(R)-2-t-butoxycarbonylamino-3-iodopropionic acid methyl ester COC([C@H](CI)NC(=O)OC(C)(C)C)=O